3-bromo-5-isopropyl-6,7-dihydro-4H-pyrazolo[1,5-a]pyrazine BrC=1C=NN2C1CN(CC2)C(C)C